2-(1-((1R,5S,7r)-3-oxa-9-azabicyclo[3.3.1]nonan-7-yl)-1H-pyrazolo[3,4-c]pyridazin-5-yl)-5-(1-methyl-1H-pyrazol-4-yl)phenol [C@H]12COC[C@H](CC(C1)N1N=CC=3C1=NN=C(C3)C3=C(C=C(C=C3)C=3C=NN(C3)C)O)N2